1,4-tolylene diisocyanate CC1(CC=C(C=C1)N=C=O)N=C=O